(propylthiomethyl)guanosine 5'-monophosphate P(=O)(O)(O)OC[C@@H]1[C@H]([C@H]([C@@](O1)(N1C=NC=2C(=O)NC(N)=NC12)CSCCC)O)O